2-keto-4-hydroxybutyric acid O=C(C(=O)O)CCO